OCCC1=C(C=C(C(=C1)N)Cl)N 1-β-hydroxyethyl-2,5-diamino-4-chlorobenzene